N-(3-morpholinopropyl)-4-nitro-2-(trifluoromethyl)aniline O1CCN(CC1)CCCNC1=C(C=C(C=C1)[N+](=O)[O-])C(F)(F)F